5-(2,3-dihydro-1H-inden-4-yl)-3-(4-(4-isopropylpiperazin-1-yl)phenyl)-6-methoxy-1H-pyrazolo[4,3-b]pyridine C1CCC2=C(C=CC=C12)C1=C(C=C2C(=N1)C(=NN2)C2=CC=C(C=C2)N2CCN(CC2)C(C)C)OC